5-(tert-butoxycarbonyl)-1-methyl-4,5,6,7-tetrahydro-1H-pyrazolo[4,3-c]pyridine C(C)(C)(C)OC(=O)N1CC2=C(CC1)N(N=C2)C